5-bromo-1-(4-(trifluoromethyl)benzyl)-1H-benzo[d][1,2,3]triazol-7-carboxylic acid BrC1=CC2=C(N(N=N2)CC2=CC=C(C=C2)C(F)(F)F)C(=C1)C(=O)O